C(C)(=O)C=1C=C(C=CC1)NC=1SC=C(N1)C1=C(N=C(S1)NC(C1=CC=CC=C1)=O)C N-(2-(3-acetylphenylamino)-4'-methyl-4,5'-bithiazol-2'-yl)benzamide